CN(CC(C)C)CC1=NN=NN1C1=CC(=CC=C1)[N+](=O)[O-] N,2-dimethyl-N-((1-(3-nitrophenyl)-1H-tetrazol-5-yl)methyl)propan-1-amine